FC=1C=C(C=CC1)C1=CC(=CC=C1)[C@@H]1N(OCC1)C1=CC(=NC=N1)NC=1C(=CC(=C(C1)NC(C=C)=O)N1CC(N(CC1)C)=O)OC (R)-N-(5-((6-(3-(3'-fluoro-[1,1'-biphenyl]-3-yl)-isoxazolidin-2-yl)-pyrimidin-4-yl)-amino)-4-meth-oxy-2-(4-methyl-3-oxopiperazin-1-yl)phenyl)acryl-amide